(2S,3S,5R)-benzhydryl 3-(((3,4-dihydroxyphenyl)amino)methyl)-3-methyl-7-oxo-4-thia-1-azabicyclo[3.2.0]heptane-2-carboxylate 4,4-dioxide OC=1C=C(C=CC1O)NC[C@]1([C@@H](N2C(C[C@H]2S1(=O)=O)=O)C(=O)OC(C1=CC=CC=C1)C1=CC=CC=C1)C